glycerol tri(linoleate) C(CCCCCCC\C=C/C\C=C/CCCCC)(=O)OCC(OC(CCCCCCC\C=C/C\C=C/CCCCC)=O)COC(CCCCCCC\C=C/C\C=C/CCCCC)=O